2-chloro-4-nitro-5-phenoxypyridine 1-oxide ClC1=[N+](C=C(C(=C1)[N+](=O)[O-])OC1=CC=CC=C1)[O-]